[Hg].FC1=CC=C2[C@H](N3C(C2=C1)=CN=C3)[C@H]3[C@H](CC3)O (1S,2S)-2-((R)-8-fluoro-5H-imidazo[5,1-a]isoindol-5-yl)cyclobutan-1-ol mercury